COC1=CC=C(C2=CC=CC=C12)CCC1=CC(=CC=C1)F 1-(4-methoxynaphthalene-1-yl)-2-(3-fluorophenyl)ethane